C(=O)(OC(C)(C)C)N1[C@@H](C[C@@H](C1)O)C(=O)OC (2S,4S)-2-methyl N-Boc-4-hydroxy-pyrrolidine-2-carboxylate